ClC=1C=C2C=3C=C(C=C(C3N(C2=CC1)S(=O)(=O)C1=CC=C(C)C=C1)CCNC(OC(C)(C)C)=O)NC1CCCCC1 tert-Butyl (2-(6-chloro-3-(cyclohexylamino)-9-tosyl-9H-carbazol-1-yl)ethyl)carbamate